2-(2-(2-(2-hydroxyethoxy)ethoxy)ethoxy)acetic acid OCCOCCOCCOCC(=O)O